(3-(pyridin-2-ylamino)phenyl)methanol benzyl-(2S,4R)-4-((1H-1,2,3-triazol-1-yl)methyl)-1-((9,9-difluoro-9H-fluorene-3-carbonyl)glycyl)-4-fluoropyrrolidine-2-carboxylate C(C1=CC=CC=C1)[C@@]1(N(C[C@@](C1)(F)CN1N=NC=C1)C(CNC(=O)C=1C=CC=2C(C3=CC=CC=C3C2C1)(F)F)=O)C(=O)OCC1=CC(=CC=C1)NC1=NC=CC=C1